N-(5-((2-(3-azabicyclo[3.2.0]heptan-3-yl)ethyl)carbamoyl)-2-methylpyridin-3-yl)-2-(1,3-dimethyl-1H-pyrazol-4-yl)pyrazolo[5,1-b]thiazole-7-carboxamide C12CN(CC2CC1)CCNC(=O)C=1C=C(C(=NC1)C)NC(=O)C=1C=NN2C1SC(=C2)C=2C(=NN(C2)C)C